mono-isoundecyl glutarate C(CCCC(=O)[O-])(=O)OCCCCCCCCC(C)C